ClC=1N=NC2=CC=C(C=C2C1)NC1=CC(=CC(=C1)OC)OC 3-chloro-N-(3,5-dimethoxyphenyl)cinnolin-6-amine